N[C@@H]1CN(C[C@H]1OCC1=CC=C(C=C1)C(F)(F)F)C(=O)OC(C)(C)C tert-butyl trans-3-amino-4-((4-(trifluoromethyl)benzyl)oxy)pyrrolidine-1-carboxylate